7-bromo-8-methyl-4-oxo-2,3-dihydro-1,5-naphthyridine-1-carboxylic acid tert-butyl ester C(C)(C)(C)OC(=O)N1CCC(C2=NC=C(C(=C12)C)Br)=O